(4-(5-amino-3-(4-phenoxyphenyl)imidazo[1,5-c]pyrimidin-1-yl)-3,6-dihydropyridin-1(2H)-yl)(1-hydroxycyclopropyl)methanone NC1=NC=CC=2N1C(=NC2C=2CCN(CC2)C(=O)C2(CC2)O)C2=CC=C(C=C2)OC2=CC=CC=C2